NC=1C(=C2C(=NC1C(=O)N)N(C=C2C#N)C)C=2C=NC=C(C2C)Cl (P)-5-amino-4-(5-chloro-4-methylpyridin-3-yl)-3-cyano-1-methyl-1H-pyrrolo[2,3-b]pyridine-6-carboxamide